2,4,6-trimethylpyran tetrafluoroborate F[B-](F)(F)F.CC1OC(=CC(=C1)C)C